5-chloro-2-(methoxy-d3)-N-((2R,3R)-2-methyl-1-((phenyl-d5)methyl-d2)pyrrolidin-3-yl)-4-((methyl-d3)amino)benzamide ClC=1C(=CC(=C(C(=O)N[C@H]2[C@H](N(CC2)C([2H])([2H])C2=C(C(=C(C(=C2[2H])[2H])[2H])[2H])[2H])C)C1)OC([2H])([2H])[2H])NC([2H])([2H])[2H]